isopropyl-3-(trifluoromethyl)-7,8,9,10-tetrahydro-5H-pyrazino[1,2-a]pyrido[3,2-e]pyrazin-6(6aH)-one C(C)(C)C=1C(=CC=2NC(C3N(C2N1)CCNC3)=O)C(F)(F)F